3-Methanesulfonyl-azetidine CS(=O)(=O)C1CNC1